The molecule is a pentacyclic triterpenoid that is oleana-11,13(18)-diene substituted by hydroxy groups at positions 3 and 23 and a carboxy group at position 28 (the 3alpha stereoisomer). Isolated from the leaves and twigs of Fatsia polycarpa, it exhibits antibacterial and anti-HBV activities. It has a role as a metabolite, an anti-HBV agent, an antibacterial agent and a plant metabolite. It is a pentacyclic triterpenoid and a hydroxy monocarboxylic acid. It derives from a hydride of an oleanane. C[C@]12CC[C@H]([C@@]([C@@H]1CC[C@@]3([C@@H]2C=CC4=C5CC(CC[C@@]5(CC[C@]43C)C(=O)O)(C)C)C)(C)CO)O